COC=1C=C(C=CC1)C=1SC=C(N1)COCCCCCCN1C[C@@H]([C@H]([C@@H]([C@H](C1)O)O)O)O (3S,4R,5R,6S)-1-(6-{[2-(3-methoxyphenyl)-1,3-thiazol-4-yl]methoxy}hexyl)-3,4,5,6-azepanetetrol